C(N)(=O)C1=NN(C=C1)C(=O)N1CCC(CC1)N(CC(=O)O)CC1=CC(=CC=C1)C(F)(F)F N-(1-(3-carbamoyl-1H-pyrazole-1-carbonyl)piperidin-4-yl)-N-(3-(trifluoromethyl)benzyl)glycine